BrC=1C=CC(=NC1CCC(C)(C)O)NC(OC(C)(C)C)=O tert-butyl (5-bromo-6-(3-hydroxy-3-methylbutyl)pyridin-2-yl)carbamate